1-[4-[4-(2,2-dimethoxyethyl)-1-piperidyl]phenyl]-3-[(4-methoxy-phenyl)methyl]hexahydropyrimidine-2,4-dione COC(CC1CCN(CC1)C1=CC=C(C=C1)N1C(N(C(CC1)=O)CC1=CC=C(C=C1)OC)=O)OC